C(C)O[Si](OCC)(OCC)C(C=O)CCCCCCCCC triethoxysilyl-undecaldehyde